ClC=1C=C(C(=NC1)OC)S(=O)(=O)NC1=C(C(=C(C=C1)F)C=1C=CC=2N(N1)C=NC2C=2N(C=CN2)COCC[Si](C)(C)C)F 5-chloro-N-[2,4-difluoro-3-[5-(1-[[2-(trimethylsilyl)ethoxy]methyl]imidazol-2-yl)imidazo[1,5-b]pyridazin-2-yl]phenyl]-2-methoxypyridine-3-sulfonamide